6-[5,6-difluoro-4-(cis-4-methyl-2,3,4a,5,7,7a-hexahydropyrrolo[3,4-b][1,4]oxazin-6-yl)-8-(methylamino)-9H-pyrido[2,3-b]indol-3-yl]-1-methyl-4-oxo-1,8-naphthyridine-3-carboxylic acid FC1=C2C3=C(NC2=C(C=C1F)NC)N=CC(=C3N3C[C@@H]1OCCN([C@@H]1C3)C)C=3C=C1C(C(=CN(C1=NC3)C)C(=O)O)=O